CCCCCCCCC(C(=O)O)NC(=O)OCC1C2=CC=CC=C2C3=CC=CC=C13 (S)-N-FMOC-OCTYLGLYCINE